FC1=CC=C(C=C1)N1N=C(C=C1)C(=O)O (4-fluorophenyl)-1H-pyrazole-3-carboxylic acid